(2r,3r)-2-(hydroxymethyl)pyrrolidin-3-ol OC[C@H]1NCC[C@H]1O